pentanesulfonic acid sodium salt [Na+].C(CCCC)S(=O)(=O)[O-]